NC(CCCCCCC)N Diamino-octan